OC(C)C1=NNC2=CC(=CC=C12)NC1=NC2=C(C=CC=C2C=N1)OC1CCC(CC1)O 4-[(2-{[3-(1-hydroxyethyl)-1H-indazol-6-yl]amino}quinazolin-8-yl)oxy]cyclohexanol